FC1=C(OC2=CC=NC3=CC(=C(C=C23)OCC)OCC(=O)[O-])C=CC(=C1)NC(=O)C1(CC1)C(NC1=CC=C(C=C1)F)=O.[Na+] sodium 2-[[4-[2-fluoro-4-[[1-[(4-fluorophenyl)carbamoyl]cyclopropanecarbonyl]amino]phenoxy]-6-ethoxy-7-quinolyl] oxy]acetate